4-ethylbenzenesulfonohydrazide C(C)C1=CC=C(C=C1)S(=O)(=O)NN